C(C1=CC=CC=C1)[C@H]1N(CCN(C1)S(=O)(=O)C)C=1N=CC2=C(N1)C(=NN2COCC[Si](C)(C)C)I (R)-5-(2-benzyl-4-(methylsulfonyl)piperazin-1-yl)-3-iodo-1-((2-(trimethylsilyl)ethoxy)methyl)-1H-pyrazolo[4,3-d]pyrimidine